coumarin-hydrazide O1C(=O)C(=CC2=CC=CC=C12)C(=O)NN